FC=1C=CC=C2C=C(C(NC12)=O)NC1=NC(=NC=C1)NC=1C=NC(=C(C1)OC)N1CCNCC1 8-fluoro-3-{2-[5-methoxy-6-(1-piperazinyl)-3-pyridylamino]-4-pyrimidinylamino}-1,2-dihydro-2-quinolinone